OC1=C(C=CC=C1)[C@@H]1C(=C(NC=2C[C@H](CC(C12)=O)C1=C(C=CC=C1)OC)C)C(=O)OC methyl (4S,7R)-4-(2-hydroxyphenyl)-7-(2-methoxyphenyl)-2-methyl-5-oxo-1,4,5,6,7,8-hexahydroquinoline-3-carboxylate